CC1=C(C=C(C=C1)C=1C=NC=C(C1)C=1OC=CN1)O 2-methyl-5-(5-(oxazol-2-yl)pyridin-3-yl)phenol